2'-chloro-N-(5-(1,5-dimethyl-1H-pyrazole-3-carbonyl)-5,6-dihydro-4H-pyrrolo[3,4-d]thiazol-2-yl)-5'-methoxy-6-methyl-[4,4'-bipyridine]-3-carboxamide ClC1=NC=C(C(=C1)C1=C(C=NC(=C1)C)C(=O)NC=1SC2=C(N1)CN(C2)C(=O)C2=NN(C(=C2)C)C)OC